(R)-4-(2-chloro-7H-pyrrolo[2,3-d]pyrimidin-4-yl)-3-methylmorpholine ClC=1N=C(C2=C(N1)NC=C2)N2[C@@H](COCC2)C